[H-].C1(=CC=CC=C1)C(=O)C(O)C1=CC=CC=C1 (-)-benzoin hydride